O=S1(CC2(C1)CN(C2)C(=O)N2CC1(C2)CC(C1)CC1=NC=CC(=C1)C(F)(F)F)=O (2,2-dioxo-2lambda6-thia-6-azaspiro[3.3]heptan-6-yl)-[6-[[4-(trifluoromethyl)-2-pyridyl]methyl]-2-azaspiro[3.3]heptan-2-yl]methanone